1,3-bis(prop-2-yl)carbodiimide CC(C)N=C=NC(C)C